ClC=1C=2N(C=C(C1)C=1N=C3N(C(C1)=O)C=C(C=C3)N3C[C@@H](N(CC3)CCOCCO)C)C=C(N2)C 2-(8-chloro-2-methylimidazo[1,2-a]pyridin-6-yl)-7-{(3S)-4-[2-(2-hydroxyethoxy)ethyl]-3-methylpiperazin-1-yl}-4H-pyrido[1,2-a]pyrimidin-4-one